pyrazin-2-carbonitrile N1=C(C=NC=C1)C#N